C(#N)C1=C(C=CC=C1)[N+]#[C-] cyanophenylisonitrile